[K].[S] sulfur potassium salt